N-(2-(2-tert-butyl-5-methylphenoxy)phenyl)-1-methyl-3-ethyl-5-chloro-1H-pyrazole-4-carboxamide C(C)(C)(C)C1=C(OC2=C(C=CC=C2)NC(=O)C=2C(=NN(C2Cl)C)CC)C=C(C=C1)C